2-fluoro-4-(3-fluorobenzyl)benzoic Acid FC1=C(C(=O)O)C=CC(=C1)CC1=CC(=CC=C1)F